4-Ethyl-6-[[(3R)-1-ethyl-3-piperidyl]amino]-2-[(4-methoxyphenyl)methyl]-1,2,4-triazine-3,5-dione Cesium carbonate C([O-])([O-])=O.[Cs+].C(C)N1C(N(N=C(C1=O)N[C@H]1CN(CCC1)CC)CC1=CC=C(C=C1)OC)=O.[Cs+]